(cis)-N-(5-chloro-6-(2H-1,2,3-triazol-2-yl)pyridin-3-yl)-8-(1-(cyclopropylmethyl)-1H-pyrazol-4-yl)-2-fluoro-8-methyl-7,8-dihydro-6H-cyclopenta[e]pyrazolo[1,5-a]pyrimidine-6-carboxamide ClC=1C=C(C=NC1N1N=CC=N1)NC(=O)[C@@H]1C[C@](C2=C1C=NC=1N2N=C(C1)F)(C)C=1C=NN(C1)CC1CC1